C12(CC3CC(CC(C1)C3)C2)CN2N=CC(=C2C)C=2C(=NC(=CC2)N2C=CC3=C2N=NC(=C3C)NC=3SC2=C(N3)C=CC=C2)C(=O)O {1-[(adamantan-1-yl)methyl]-5-methyl-1H-pyrazol-4-yl}-6-{3-[(1,3-benzothiazol-2-yl)amino]-4-methyl-7H-pyrrolo[2,3-c]pyridazin-7-yl}pyridine-2-carboxylic acid